NC1=C(C(=NN1C1CC(C1)CN1CCOCC1)C1=CC=C2C=CC(=NC2=C1)C1=CC=CC=C1)C#N 5-Amino-1-((1r,3r)-3-(morpholinomethyl)cyclobutyl)-3-(2-phenylquinolin-7-yl)-1H-pyrazole-4-carbonitrile